5-(4-ethoxybutanoyl)amino-3-(1,2,3,4,5,8-hexahydroindolizin-7-yl)-1H-indole tartrate C(=O)(O)C(O)C(O)C(=O)O.C(C)OCCCC(=O)NC=1C=C2C(=CNC2=CC1)C1=CCN2CCCC2C1